FC=1C=C(C=CC1B1OC(C(O1)(C)C)(C)C)N1[C@@H](COCC1)C (R)-4-(3-fluoro-4-(4,4,5,5-tetramethyl-1,3,2-dioxaborolan-2-yl)phenyl)-3-methylmorpholine